3-(5-morpholino-3-(4-(piperazin-1-ylmethyl)phenyl)-3H-imidazo[4,5-b]pyridin-2-yl)pyridin-2-amine O1CCN(CC1)C1=CC=C2C(=N1)N(C(=N2)C=2C(=NC=CC2)N)C2=CC=C(C=C2)CN2CCNCC2